C1(=C(C=CC=C1)P(C(C)(C)C)C(C)(C)C)C1=CC=CC=C1 (1,1'-biphenyl)-2-ylbis-tert-butylphosphine